(R)-N-methyl-5-(10-methyl-11-oxo-1,2,4,4a,5,6,11,14-octahydro-3H,12H-pyrazino[1',2':5,6][1,5]oxazocino[2,3-g]quinoxalin-3-yl)picolinamide CNC(C1=NC=C(C=C1)N1C[C@@H]2N(CC3=C(C=C4N=C(C(NC4=C3)=O)C)OCC2)CC1)=O